C(C)(C)(C)OC(=O)N1[C@H]2CN(C[C@@H]1CC2)C=2C1=CN(N=C1C(=CC2)C(=O)OC)CC methyl 4-[(1R,5S)-8-(tert-butoxycarbonyl)-3,8-diazabicyclo[3.2.1]octan-3-yl]-2-ethylindazole-7-carboxylate